2-(3'-(9,9-dimethyl-9H-fluoren-1-yl)-[1,1'-biphenyl]-3-yl)-4,6-diphenyl-1,3,5-triazine CC1(C2=CC=CC=C2C=2C=CC=C(C12)C=1C=C(C=CC1)C1=CC(=CC=C1)C1=NC(=NC(=N1)C1=CC=CC=C1)C1=CC=CC=C1)C